2-((2S,3S)-2-(benzyloxy)pentan-3-yl)-4-(5-(4-(4-bromophenyl)piperazin-1-yl)pyridin-2-yl)-2,4-dihydro-3H-1,2,4-triazol-3-one C(C1=CC=CC=C1)O[C@@H](C)[C@H](CC)N1N=CN(C1=O)C1=NC=C(C=C1)N1CCN(CC1)C1=CC=C(C=C1)Br